di-(2,4-dichlorophenyl)iodonium hexafluorophosphate F[P-](F)(F)(F)(F)F.ClC1=C(C=CC(=C1)Cl)[I+]C1=C(C=C(C=C1)Cl)Cl